tert-butyl 4-(3-hydroxy-3-methyl-but-1-ynyl)-2,6-dimethyl-7-oxo-1H-pyrrolo[2,3-c]pyridine-3-carboxylate OC(C#CC=1C2=C(C(N(C1)C)=O)NC(=C2C(=O)OC(C)(C)C)C)(C)C